N-[3-(4-aminoquinolin-6-yl)-5-methylphenyl]prop-2-enamide NC1=CC=NC2=CC=C(C=C12)C=1C=C(C=C(C1)C)NC(C=C)=O